(R)-5-(2-(4-Fluoro-3-methylphenyl)pyridin-3-yl)-N-(quinuclidin-3-yl)pyrazolo[1,5-a]pyridine-3-carboxamide FC1=C(C=C(C=C1)C1=NC=CC=C1C1=CC=2N(C=C1)N=CC2C(=O)N[C@H]2CN1CCC2CC1)C